C(C1=CN=CC=C1)(=O)N1C2=C(OCC1)C(=CN=C2)C2=CC=C(C#N)C=C2 4-(4-nicotinoyl-3,4-dihydro-2H-pyrido[4,3-b][1,4]oxazin-8-yl)benzonitrile